FC(C1=NC=C(C=N1)C1=C(C=O)C=C(C=C1)SC(F)(F)F)(F)F 2-(2-(trifluoromethyl)pyrimidin-5-yl)-5-(trifluoromethylthio)benzaldehyde